CC=1C=CC=2C3(C4=CC=CC=C4C2C1)C1=CC=CC=C1C=1C=CC=CC13 3-methyl-9,9-spirobifluorene